N-(2,6-dioxo-3-piperidyl)-cyclopentaneacetamide O=C1NC(CCC1NC(CC1CCCC1)=O)=O